cis-3-(3-(2-(4-(dimethylphosphoryl)phenyl)acetamido)-1H-pyrazol-5-yl)cyclopentyl(1-methylcyclopropyl)amino Formate C(=O)ON(C1(CC1)C)[C@@H]1C[C@@H](CC1)C1=CC(=NN1)NC(CC1=CC=C(C=C1)P(=O)(C)C)=O